bis(t-butylcyclopentadienyl)tin C(C)(C)(C)C1(C=CC=C1)[Sn]C1(C=CC=C1)C(C)(C)C